2-(2-methylbenzyl)azepane (2R,4R)-tert-butyl-4-(allyloxy)-2-(4-(methoxycarbonyl)-7-(pent-4-en-1-yloxy)naphthalen-1-yl)piperidine-1-carboxylate C(C)(C)(C)OC(=O)N1[C@H](C[C@@H](CC1)OCC=C)C1=CC=C(C2=CC=C(C=C12)OCCCC=C)C(=O)OC.CC1=C(CC2NCCCCC2)C=CC=C1